4,4'-(1-Methylethyliden)-biscyclohexanol CC(C)(C1CCC(CC1)O)C1CCC(CC1)O